F[P-](F)(F)(F)(F)F.F[P-](F)(F)(F)(F)F.[Ru+2].N1=C(C=CC=C1)C1=NC=CC=C1.N1=C(C=CC=C1)C1=NC=CC=C1.N1=C(C=CC=C1)C1=NC=CC=C1 tris(2,2'-bipyridine) ruthenium bis(hexafluorophosphate)